CC1=CC2=C(C(=C1)O)OC3=C(C(=C(C=C3)C(CC(C)C)OC(=O)C)OC)C(=O)OC(C2O)C4=C(C(=CC(=C4)C)O)C(=O)C5=C(C=CC(=C5OC)C(CC(C)C)O)O The molecule is a dibenzodioxonine isolated from the culture broth of Penicillium asperosporum that acts as an acyl-CoA:cholesterol acyltransferase inhibitor. It has a role as an EC 2.3.1.26 (sterol O-acyltransferase) inhibitor and a Penicillium metabolite. It is an acetate ester, an aromatic ether, a member of benzophenones, a dibenzodioxonine, a lactone, a polyphenol and a secondary alcohol.